C(C)OC=1C=C(C=CC1C=1NC(C2=C(N1)NN=N2)=O)C2=CC(=CC=C2)OC(C(=O)O)CCC 2-((3'-ethoxy-4'-(7-oxo-6,7-dihydro-3H-[1,2,3]triazolo[4,5-d]pyrimidin-5-yl)-[1,1'-biphenyl]-3-yl)oxy)pentanoic acid